FC(C1=CC=NN1C1=NN=C(S1)NC(=O)C1=CC(=C(C(O1)=O)OC)NC=1C=NC=CC1)F N-(5-(5-(difluoromethyl)-1H-pyrazol-1-yl)-1,3,4-thiadiazol-2-yl)-3-methoxy-2-oxo-4-(pyridin-3-ylamino)-2H-pyran-6-carboxamide